COC=1C=C(C=C(C1)OC)C1=CC2=C(N=C(N=C2)S(=O)(=O)C)NC1=O 6-(3,5-dimethoxyphenyl)-2-(methylsulfonyl)pyrido[2,3-d]pyrimidin-7(8H)-one